OC1C=C(C=CC1(C(=O)O)C1=N[C@H](C=2N(C3=C1C(=C(S3)C)C)C(=NN2)C)CC(=O)OC)C2=CC=CC=C2 3-hydroxy-4-[(6S)-6-(2-methoxy-2-oxoethyl)-2,3,9-trimethyl-6H-thieno[3,2-f][1,2,4]triazolo[4,3-a][1,4]diazepin-4-yl][1,1'-biphenyl]-4-carboxylic acid